ClC1=CC(=C(C=C1)N1CCC2(CC1)C=1C=CC(=NC1CN(C2)C[C@@H]2NCCC2)C=2C(=NC=CC2)OCC)C(F)F 1'-[4-chloro-2-(difluoromethyl)phenyl]-2-(2-ethoxy-3-pyridinyl)-7-[[(2R)-pyrrolidin-2-yl]methyl]spiro[6,8-dihydro-1,7-naphthyridine-5,4'-piperidine]